C1(=CC=CC=C1)C1=C(C(=NN=N1)C1=C2C(=CC(=C1C1=CC=CC=3OC4=C(C31)C=CC=C4)C4=CC=CC=C4)N=C4C=CC3=C1C=CC=CC1=NC3=C42)C4=C(C=CC=C4)C=4C(=CC=CC4)C4=CC=CC=C4 (phenyl)(terphenylyl)[(phenyl)(dibenzofuranyl)indolocarbazolyl]triazine